(S)-7-(dimethylamino)-2-(methylamino)-7-oxoheptanoic acid CN(C(CCCC[C@@H](C(=O)O)NC)=O)C